ClC=1N=CC2=C(C=CC(=C2C1)I)N1[C@@H]([C@H](C1)CS(=O)(=O)C)C 3-chloro-5-iodo-8-((2R,3S)-2-methyl-3-(methylsulfonylmethyl)azetidin-1-yl)isoquinoline